C1(=CC=CC2=CC=CC=C12)CC(=O)NC1=NC=CC(=C1)C(=O)O [(2-naphthalenylacetyl)amino]-4-pyridinecarboxylic acid